C(C1=CC=CC=C1)N(C1C(NC(CC1)=O)=O)C 3-[benzyl-(methyl)amino]Piperidine-2,6-dione